diallyl-ammonium iodide [I-].C(C=C)[NH2+]CC=C